CC1=CC(=NS1)C(=O)NN 5-Methylisothiazole-3-carboxylic acid hydrazide